NC1=C2C(=NC=N1)N(N=C2I)C2CN(CC2)C(C=C)=O 1-(3-(4-amino-3-iodo-1H-pyrazolo[3,4-d]pyrimidin-1-yl)pyrrolidin-1-yl)-2-propen-1-one